FC=1C=CC(=NC1)C=1CC=NCC1 5-fluoro-3',6'-dihydro-[2,4'-bipyridine]